ClC=1C=C(C=CC1F)NC1=NC=NC2=CC(=C(C=C12)NC(C=C)=O)OCCCN1CCN(CC1)CC1=CC=C(C=C1)NC1C(NC(CC1)=O)=O N-(4-((3-chloro-4-fluorophenyl)amino)-7-(3-(4-(4-((2,6-dioxopiperidin-3-yl)amino)benzyl)piperazin-1-yl)propoxy)quinazolin-6-yl)acrylamide